BrC1=CC2=C(N=C(N=C2N[C@@H](C)C2=CC(=NC=C2)C(F)(F)F)C)C=N1 6-bromo-2-methyl-N-{(1S)-1-[2-(trifluoromethyl)pyridin-4-yl]ethyl}pyrido[3,4-d]pyrimidin-4-amine